3-({[(3S)-1-(6-aminopyridin-3-yl)piperidin-3-yl][(2-methylpyridin-4-yl)methyl]amino}methyl)-7-bromo-1-methyl-1,4-dihydroquinolin-4-one hydrochloride Cl.NC1=CC=C(C=N1)N1C[C@H](CCC1)N(CC1=CC(=NC=C1)C)CC1=CN(C2=CC(=CC=C2C1=O)Br)C